(3R)-3-amino-8-(2-chloro-5-fluorophenoxy)-1,7-dimethyl-1,2,3,4-tetrahydroquinolin-2-one N[C@H]1C(N(C2=C(C(=CC=C2C1)C)OC1=C(C=CC(=C1)F)Cl)C)=O